CN1N=NC(=C1NC(O[C@H](C)C1=CC=CC=C1)=O)C1=NC=C(C=C1)NS(=O)(=O)C (R)-1-phenylethyl (1-methyl-4-(5-(methylsulfonamido)pyridin-2-yl)-1H-1,2,3-triazol-5-yl)carbamate